tert-butyl (S)-2-((S)-2-acetamido-3-(1H-indol-3-yl) propionylamino)-5,5-dimethylhexanoate C(C)(=O)N[C@H](C(=O)N[C@H](C(=O)OC(C)(C)C)CCC(C)(C)C)CC1=CNC2=CC=CC=C12